4-(benzyloxy)-1-[3-(benzyloxy)propyl]-5-bromo-3-methyl-1H-pyrazole C(C1=CC=CC=C1)OC=1C(=NN(C1Br)CCCOCC1=CC=CC=C1)C